OC1=COC=C1 (1R,5R,8S,12R)-3-hydroxy-furan